C1(=CC(=C2C=CC=3C(=CC(=C4C=CC1=C2C34)S(=O)(=O)[O-])S(=O)(=O)[O-])S(=O)(=O)[O-])S(=O)(=O)[O-].[Na+].[Na+].[Na+].[Na+] tetrasodium 1,3,6,8-pyrenetetrasulfonate